NC=1C=CC(=C(C1)S(=O)(=O)NCC1=C(C=C(C=C1)OC)OC)C=1C=NC=C(C1)Cl 5-amino-2-(5-chloropyridin-3-yl)-N-(2,4-Dimethoxybenzyl)benzenesulfonamide